3-(5-(2H-Benzo[d][1,2,3]triazol-2-yl)-6-hydroxy-[1,1'-biphenyl]-3-yl)-propanoic acid N=1N(N=C2C1C=CC=C2)C=2C=C(C=C(C2O)C2=CC=CC=C2)CCC(=O)O